OC1=C(C(=O)O)C=C(C(=C1O)O)O 2,3,4,5-tetrahydroxybenzoic acid